2-(1,2,3-triazol-1-yl)pyridine N1(N=NC=C1)C1=NC=CC=C1